ClC1=NN2C(N=CC3=C2C(C[C@@H]3C(=O)NC=3C=NC(=C(C3)Cl)C=3N=NN(N3)C)(C)C)=C1 (S)-2-chloro-N-(5-chloro-6-(2-methyl-2H-tetrazol-5-yl)pyridin-3-yl)-8,8-dimethyl-7,8-dihydro-6H-cyclopenta[e]pyrazolo[1,5-a]pyrimidine-6-carboxamide